2,2-bis(hydroxymethyl)norbornene OCC1(C2=CCC(C1)C2)CO